Oxacyclohexan O1CCCCC1